C1(=CC=CC=C1)P(C1=CC=CC=C1)C(C)P(C1=CC=CC=C1)C1=CC=CC=C1 Bisdiphenylphosphino-ethan